2-methyl-8-(1H-tetrazol-1-yl)imidazo[1,2-a]pyridine CC=1N=C2N(C=CC=C2N2N=NN=C2)C1